(but-2-yn-1-yl)-7-((2S,5R)-5-ethyl-4-(1-(isoquinolin-3-yl)ethyl)-2-methylpiperazin-1-yl)-4-methyl-2,4-dihydro-5H-pyrazolo[4,3-B]pyridin-5-one C(C#CC)N1N=C2C(N(C(C=C2N2[C@H](CN([C@@H](C2)CC)C(C)C=2N=CC3=CC=CC=C3C2)C)=O)C)=C1